2,4-di-t-pentylphenyl phosphite P(OC1=C(C=C(C=C1)C(C)(C)CC)C(C)(C)CC)([O-])[O-]